6',6'''-(((diisopropylsilanediyl)bis(methylene))bis(oxy))bis(3-(3,6-di-tert-butyl-9H-carbazol-9-yl)-3'-fluoro-5-(2,4,4-trimethylpentan-2-yl)-[1,1'-biphenyl]-2-ol) C(C)(C)[Si](COC1=CC=C(C=C1C=1C(=C(C=C(C1)C(C)(CC(C)(C)C)C)N1C2=CC=C(C=C2C=2C=C(C=CC12)C(C)(C)C)C(C)(C)C)O)F)(COC1=CC=C(C=C1C=1C(=C(C=C(C1)C(C)(CC(C)(C)C)C)N1C2=CC=C(C=C2C=2C=C(C=CC12)C(C)(C)C)C(C)(C)C)O)F)C(C)C